CN(C1=C(C=CC=C1)CC1=CC=CC=C1)C N,N-dimethylbenzylaniline